FC(C(=C)F)(F)F 1,1,1,2-tetrafluoropropene